C1(CC1)C(=O)N1CC2=CC=C(C=C2CC1)S(=O)(=O)Cl 2-(cyclopropanecarbonyl)-1,2,3,4-tetrahydroisoquinoline-6-sulfonyl chloride